acetic acid tertbutyl ester C(C)(C)(C)OC(C)=O